C1(CC1)C=1C=C(C(=NC1)C(=O)N(CC(C)C)C1CNC[C@@H](C1)C=1OC(=NN1)C)NC1CC(C1)OC 5-cyclopropyl-N-[(5R)-5-(5-methyl-1,3,4-oxadiazol-2-yl)piperidin-3-yl]-N-(2-methylpropyl)-3-{[(1r,3r)-3-methoxycyclobutyl]amino}pyridine-2-carboxamide